1-(2-(3-Azabicyclo[3.1.0]hexane-3-yl)benzo[d]oxazol-6-yl)-6-(3-cyano-4-(pyrrolidin-1-yl)phenyl)-4-oxo-1,4-dihydropyridine-3-carboxylic acid C12CN(CC2C1)C=1OC2=C(N1)C=CC(=C2)N2C=C(C(C=C2C2=CC(=C(C=C2)N2CCCC2)C#N)=O)C(=O)O